(S)-(1-Methylpiperidin-4-yl)4-(pyrazin-2-yl)-3,4-dihydroquinoxaline-1(2H)-carbothioate CN1CCC(CC1)OC(=S)N1CCN(C2=CC=CC=C12)C1=NC=CN=C1